1-(Cyclopropylmethyl)-6-(3,5-dimethylphenyl)-3H-imidazo[4,5-b]pyridin C1(CC1)CN1CNC2=NC=C(C=C21)C2=CC(=CC(=C2)C)C